CC1=NC=NN1C1=CC=CN=N1 6-(5-methyl-1H-1,2,4-triazol-1-yl)pyridazine